BrC=1C(=C(C=C2CCCOC12)[N+](=O)[O-])F 8-bromo-7-fluoro-6-nitro-chroman